4,5-dimethyl-2-(2-hydroxy-3-methoxyphenyl)imidazole CC=1N=C(NC1C)C1=C(C(=CC=C1)OC)O